6-(3-methoxyphenyl)-5,7-dimethyl-2-(5-methylpyridin-2-yl)-2,6-dihydro-1H-pyrrolo[3,4-d]pyridazin-1-one COC=1C=C(C=CC1)N1C(=C2C(N(N=CC2=C1C)C1=NC=C(C=C1)C)=O)C